C(C)OC1=NC2=CN=C(C(=C2C=C1)O)C(=O)OCC ethyl 2-ethoxy-5-hydroxy-1,7-naphthyridine-6-carboxylate